C(CCCCCCC)(=O)OCC(COC(CCCCCCC)=O)(COC(CCCCCCC)=O)N(CC(=O)O)C(CCCCCCC)=O N-{1,3-bis(octanoyloxy)-2-((octanoyloxy)methyl)propan-2-yl}-N-octanoylglycine